2,5-bis(2-(2-(2-methoxyethoxy)ethoxy)ethyl)-3,6-bis(4-((E)-2-nitrovinyl)phenyl)-2,5-dihydropyrrolo[3,4-c]Pyrrole-1,4-dione COCCOCCOCCN1C(C2=C(N(C(C2=C1C1=CC=C(C=C1)\C=C\[N+](=O)[O-])=O)CCOCCOCCOC)C1=CC=C(C=C1)\C=C\[N+](=O)[O-])=O